1-(3-(benzyloxy)-1-(methylsulfonyl)propyl)-5-bromo-3-((R)-3-methylmorpholino)pyrazin-2(1H)-one C(C1=CC=CC=C1)OCCC(S(=O)(=O)C)N1C(C(=NC(=C1)Br)N1[C@@H](COCC1)C)=O